1-bromo-2-(chloromethoxy)ethane BrCCOCCl